C1(=CC=CC=C1)N(C1=CC=C(/C=C/C=2C=C3C=CC(=CC3=CC2)/C=C/C2=CC=C(C=C2)N(C2=CC=CC=C2)C2=CC=CC=C2)C=C1)C1=CC=CC=C1 N-(4-((E)-2-(6-((E)-4-(diphenylamino)styryl)naphthalene-2-yl)vinyl)phenyl)-N-phenylbenzenamine